2-(1-cyclopropylethyl)propanedinitrile C1(CC1)C(C)C(C#N)C#N